4-(7-fluoro-1-(pyridazin-4-ylmethyl)-benzoimidazol-2-yl)-1,2,5-oxadiazol-3-amine FC1=CC=CC2=C1N(C(=N2)C=2C(=NON2)N)CC2=CN=NC=C2